C(C)(C)(C)OC(=O)N1C(C(NCC1)=O)C 1-(tert-butoxycarbonyl)-2-methylpiperazin-3-one